C(C1=CC=CC=C1)OCC/C=C/C(B1OC(CN(CC(O1)=O)C)=O)NS(OCC(Cl)(Cl)Cl)(=O)=O 2,2,2-trichloroethyl (E)-(5-(benzyloxy)-1-(6-methyl-4,8-dioxo-1,3,6,2-dioxazaborocan-2-yl)pent-2-en-1-yl)sulfamate